5-fluoro-2,3-dihydro-1H-inden FC=1C=C2CCCC2=CC1